C12OCCC2CC1NC(OCC1=CC=CC=C1)=O trans-benzyl (2-oxabicyclo[3.2.0]heptan-7-yl)carbamate